C(C)(C)(C)[GeH3] Tert-Butylgermane